COC[C@H]1N(CCC1)S(=O)(=O)N1C=NC=C1 (S)-1-((2-(methoxymethyl)pyrrolidin-1-yl)sulfonyl)-1H-imidazole